(2,6-Dichloropyridin-4-yl)methyl O-benzyl-L-threoninate hydrochloride Cl.C(C1=CC=CC=C1)O[C@@H]([C@H](N)C(=O)OCC1=CC(=NC(=C1)Cl)Cl)C